C(#N)C1=CC=C(C=C1)C(C)O 4-cyanophenyl-ethanol